NC1=C(C=C(C=N1)C=1C=C2N(N1)CCC21CN(CC1)C(=O)NC1(CCC1)C1=C(C=CC=C1)F)C(F)(F)F 2'-[6-amino-5-(trifluoromethyl)pyridin-3-yl]-N-[1-(2-fluorophenyl)cyclobutyl]-5',6'-dihydrospiro[pyrrolidine-3,4'-pyrrolo[1,2-b]pyrazole]-1-carboxamide